FC(C1(CNC1)OC1=NC(=NC=C1)N)(F)F [3-(trifluoromethyl)azetidin-3-yl]oxy-pyrimidin-2-amine